BrC1C2=C(OC3(CCCC3)O1)C=CC(=C2)C(=O)OC methyl 4-bromospiro[benzo[d][1,3]dioxine-2,1'-cyclopentane]-6-carboxylate